2-((R)-2-(2-fluorobenzyl)azepan-1-yl)-6-((R)-2-methylmorpholino)pyrimidin-4(3H)-one FC1=C(C[C@@H]2N(CCCCC2)C2=NC(=CC(N2)=O)N2C[C@H](OCC2)C)C=CC=C1